tert-butyl (3-{(1E)-N-[(S)-2-methylpropane-2-sulfinyl]ethaneimidoyl}bicyclo[1.1.1]pentan-1-yl)carbamate CC(C)(C)[S@](=O)/N=C(\C)/C12CC(C1)(C2)NC(OC(C)(C)C)=O